dimethyl phthalate 3-((4-(((tert-butyldimethylsilyl)oxy)methyl)-3-fluorobenzyl)amino)phthalate [Si](C)(C)(C(C)(C)C)OCC1=C(C=C(CNC2=C(C(C(=O)O)=CC=C2)C(=O)O)C=C1)F.C(C=1C(C(=O)OC)=CC=CC1)(=O)OC